3-(1H-benzo[d]imidazol-6-yl)-5-phenyl-4-(4-propoxyphenyl)oxazolidin-2-one N1C=NC2=C1C=C(C=C2)N2C(OC(C2C2=CC=C(C=C2)OCCC)C2=CC=CC=C2)=O